COC1=CC=C(CN(C=2N=CN(C(C2C(=O)OC)=O)C2=C(C=C(C=C2Cl)OCC)Cl)CC2=CC=C(C=C2)OC)C=C1 methyl 4-(bis(4-methoxybenzyl)amino)-1-(2,6-dichloro-4-ethoxyphenyl)-6-oxo-1,6-dihydropyrimidine-5-carboxylate